N1([C@@H](CCC1)C(=O)OCC1=CC=CC=C1)C(=O)OCC1=CC=CC=C1 Dibenzyl (S)-pyrrolidine-1,2-dicarboxylate